ClC1=C(N=CC=N1)C 6-chloro-5-methylpyrazin